C1(CCC1)NC=1C2=C(N=C(N1)NC1=CC=C(C3=C1OCCO3)C(=O)N3CCN(CC3)C3COC3)NC=C2C(F)(F)F (8-((4-(cyclobutylamino)-5-(trifluoromethyl)-7H-pyrrolo[2,3-d]pyrimidin-2-yl)amino)-2,3-dihydrobenzo[b][1,4]dioxin-5-yl)(4-(oxetan-3-yl)piperazin-1-yl)methanone